CC=1C(=CSC1)C=1CCN(CC1)CC=1C=C2CN(C(C2=CC1)=O)N1C(NC(CC1)=O)=O 1-(5-((4-(4-methylthiophen-3-yl)-3,6-dihydropyridin-1(2H)-yl)methyl)-1-oxoisoindolin-2-yl)dihydropyrimidine-2,4(1H,3H)-dione